C(C)(C)(C)OC(=O)N[C@H](/C=C/C(=O)O[C@@]1(C(OCC=2C(N3CC=4C(=NC=5C=CC(=CC5C4CC)OC(=O)OC(C)(C)C)C3=CC21)=O)=O)CC)C (S)-9-((tert-butoxycarbonyl)oxy)-4,11-diethyl-3,14-dioxo-3,4,12,14-tetrahydro-1H-pyrano[3',4':6,7]indolizino[1,2-b]quinolin-4-yl (S,E)-4-((tert-butoxycarbonyl)amino)pent-2-enoate